(5-Benzyl-1-[(2-chlorophenyl)methyl]-1H-pyrazol-3-yl)-methanol C(C1=CC=CC=C1)C1=CC(=NN1CC1=C(C=CC=C1)Cl)CO